2,2-Di-methyl-3-propionoxypropanal CC(C=O)(COC(CC)=O)C